S-(2,2-difluoroethyl) ethanethioate C(C)(SCC(F)F)=O